C(C1=CC=CC=C1)(=O)OC(C(C)C)CC(CC)(OC(C1=CC=CC=C1)=O)CCC 2-methyl-5-propyl-3,5-heptanediol dibenzoate